N[C@H]1CN(CCC1)C1=C2C(=NC=C1Br)NC=C2NC(CC2CC2)=O (R)-N-(4-(3-aminopiperidin-1-yl)-5-bromo-1H-pyrrolo[2,3-b]pyridin-3-yl)-2-cyclopropylacetamide